CC1=C(C=CC(=C1)C)CO (2,4-dimethylphenyl)methanol